3-((5-(Aminomethyl)-1-(cyclobutylmethyl)-1H-indol-2-yl)methyl)-1-cyclopropyl-5-fluoro-1,3-dihydro-2H-benzo[d]imidazol-2-one NCC=1C=C2C=C(N(C2=CC1)CC1CCC1)CN1C(N(C2=C1C=C(C=C2)F)C2CC2)=O